BrC1=C(C=CC(=C1)Cl)N1N=C(C=C1)C(=O)O 1-(2-bromo-4-chlorophenyl)pyrazole-3-carboxylic acid